CN(C(COC1=CC=C2C=CC(NC2=C1)=O)C)C 7-(2-(dimethylamino)propoxy)quinolin-2(1H)-one